BrC=1C=C(C(=C2C=CN(C12)C[C@H](C=O)NC(OC(C)(C)C)=O)F)F tert-butyl (R)-(1-(7-bromo-4,5-difluoro-1H-indol-1-yl)-3-oxopropan-2-yl)carbamate